FC=1C(=C(C=CC1)C(=O)N1[C@@H]2[C@@H](C[C@H](C1)C2)OC2=NC=CC=C2)C2=NC=CC=N2 (3-fluoro-2-(pyrimidin-2-yl)phenyl)((1S,4R,6R)-6-(pyridin-2-yloxy)-2-azabicyclo[2.2.1]heptan-2-yl)methanone